N1CC(C1)C1=C(C(=NC(=C1)NC1=NNC(=C1)C)C[C@@]1(C[C@H](N(CC1)CC1=C(C(=CC=C1)Cl)F)CC)C(=O)O)F (2R,4R)-4-((4-(azetidin-3-yl)-3-fluoro-6-((5-methyl-1H-pyrazol-3-yl)amino)pyridin-2-yl)methyl)-1-(3-chloro-2-fluorobenzyl)-2-ethylpiperidine-4-carboxylic acid